5-(4-((4-(ethoxymethyl)-4-phenethylpiperidin-1-yl)methyl)phenyl)-3-methyl-1,2,4-oxadiazole HCl Cl.C(C)OCC1(CCN(CC1)CC1=CC=C(C=C1)C1=NC(=NO1)C)CCC1=CC=CC=C1